(+)-N-{4-[5-fluoro-6-methyl-3-(pyridin-2-yl)-1H-pyrrolo[3,2-b]pyridin-2-yl]pyridin-2-yl}-2-(4-fluorophenyl)propanamide FC1=C(C=C2C(=N1)C(=C(N2)C2=CC(=NC=C2)NC(C(C)C2=CC=C(C=C2)F)=O)C2=NC=CC=C2)C